(1,3,4,5-tetrahydro-2-benzazepine-2-yl)methanone C1N(CCCC2=C1C=CC=C2)C=O